C(=O)C1=CC=CS1 5-formyl-thiophene